N=1ON=C2C1C=CC(=C2)C2=C(C1=C(CCC2)C=C(C=C1)O)C1=CC=C(C=C1)O[C@@H]1CN(CC1)CCCF 6-(2,1,3-benzoxadiazol-5-yl)-5-[4-[(3S)-1-(3-fluoropropyl)pyrrolidin-3-yl]oxyphenyl]-8,9-dihydro-7H-benzo[7]annulen-2-ol